C1(CC1)C=1C=NC(=NC1)N1CCN(CC1)C(CC(C)O)=O 1-(4-(5-Cyclopropylpyrimidin-2-yl)piperazin-1-yl)-3-hydroxybutan-1-one